2-(4-methylphenyl)-benzoxazole CC1=CC=C(C=C1)C=1OC2=C(N1)C=CC=C2